3-((4-(4-(4-Bromo-3-chloro-2-fluorophenyl)piperazin-1-yl)-5-fluoro-2-methoxyphenyl)amino)piperidine-2,6-dione BrC1=C(C(=C(C=C1)N1CCN(CC1)C1=CC(=C(C=C1F)NC1C(NC(CC1)=O)=O)OC)F)Cl